[Br-].C(C1=CC=CC=C1)C=1NC=CN1 benzylimidazole bromide salt